N1=CN=C2NC=NC2=C1C=1C(=NC=CC1)NC=1C=C(C=CC1C)NC(C1=CN=CC(=C1)C(F)(F)F)=O N-(3-(3-(9H-Purin-6-yl)pyridin-2-ylamino)-4-methylphenyl)-5-(trifluoromethyl)nicotinamide